ethyl (S)-3-(4-ethoxyphenyl)-3-((4-(trifluoromethoxy)phenyl)sulfonamido)propanoate C(C)OC1=CC=C(C=C1)[C@H](CC(=O)OCC)NS(=O)(=O)C1=CC=C(C=C1)OC(F)(F)F